N-nitroso-n-ethyl-aniline N(=O)N(C1=CC=CC=C1)CC